methyl 2-(3-chloropropyl)-4-methylenepiperidine-2-carboxylate hydrochloride Cl.ClCCCC1(NCCC(C1)=C)C(=O)OC